methyl (2S,4S)-4-[(tert-butyldimethylsilyl) oxy]-1-chloropyrrolidine-2-carboxylate [Si](C)(C)(C(C)(C)C)O[C@H]1C[C@H](N(C1)Cl)C(=O)OC